CC1=CC=C(C=C1)C=CC(C=CC1=CC=C(C=C1)O)=O 1-(4-methylphenyl)-5-(4-hydroxyphenyl)-1,4-pentadien-3-one